FC1=CC=CC=2C=3N(C(=NC12)N)C=C(N3)COC3=CC(=CC=C3)OC 7-fluoro-2-((3-methoxy-phenoxy)methyl)-imidazo-[1,2-c]quinazolin-5-amine